2,6-diethylbenzene-1,4-diamine C(C)C1=C(C(=CC(=C1)N)CC)N